C/C(=C\\C(=O)C)/C=C/C1=CC(=CC(=O)O1)OC The molecule is a member of the class of 2-pyranones that is 2H-pyran-2-one substituted by a methoxy group at position 4 and a 3-methyl-5-oxohexa-1,3-dien-1-yl group at position 6. It has been isolated from an endophytic fungus Aspergillus niger. It has a role as an Aspergillus metabolite. It is a member of 2-pyranones and a methyl ketone.